FC1=CC=C(C=C1)C1=C(C(NC2=C(C3=C(C=C12)C=NN3)C)=O)C(C)C 5-(4-fluorophenyl)-6-isopropyl-9-methyl-1,8-dihydropyrazolo[4,3-g]Quinolin-7-one